β-(4-aminophenyl)propanoic acid NC1=CC=C(C=C1)CCC(=O)O